OCC=1C=C(C=CC1)C1=NC(=NC(=C1)N1CCOCC1)C=1C=C(C=CC1)NC(=O)N1CCNCC1 N-[3-[4-[3-(hydroxymethyl)phenyl]-6-(4-morpholinyl)-2-pyrimidinyl]phenyl]-1-piperazinecarboxamide